O1COC2=C1C=CC(=C2)N2C(NN=C2C2=NC1=CC=CC=C1C=C2)=S 4-(Benzo[d][1,3]dioxol-5-yl)-5-(quinolin-2-yl)-2,4-dihydro-3H-1,2,4-triazole-3-thione